C(N)(OOC)=O methoxyl carbamate